2-Amino-4-(3-(3-(dimethylamino)-3-methylazetidin-1-yl)-5-fluoro-1-((pyridazin-3-ylmethyl)amino)-7,9-dihydrofuro[3,4-f]quinazolin-6-yl)-7-fluorothieno[3,2-c]pyridine-3-carbonitrile NC1=C(C=2C(=NC=C(C2S1)F)C=1C2=C(C=3C(=NC(=NC3C1F)N1CC(C1)(C)N(C)C)NCC=1N=NC=CC1)COC2)C#N